5-(3-cyanobenzyl)thiazole-2-carboxylic acid C(#N)C=1C=C(CC2=CN=C(S2)C(=O)O)C=CC1